C(CCCCCCCCCCCCCCC)OC[C@@H](CCCCCCCCC\C=C/C\C=C/CCCCC)N(C)C (2R,12Z,15Z)-1-(hexadecyloxy)-N,N-dimethylhenicosa-12,15-dien-2-amine